C(C)N=C=NCCCN(C)C 3-Ethyl-1-(3-dimethylaminopropyl)carbodiimide